3-(6-methoxypyridin-3-yl)-5-(1-((1-methylpiperidin-4-yl)methyl)-1H-pyrazol-4-yl)-1H-pyrrolo[2,3-b]pyridine COC1=CC=C(C=N1)C1=CNC2=NC=C(C=C21)C=2C=NN(C2)CC2CCN(CC2)C